2-(1H-1,3-benzodiazol-2-yl)-5'-chloro-2-(5-oxo-4,5-dihydro-1,3,4-oxadiazol-2-yl)-N-[(1R)-1-phenylbutyl]-[1,1'-biphenyl]-4-carboxamide N1C(=NC2=C1C=CC=C2)C2(C(=CC=C(C2)C(=O)N[C@H](CCC)C2=CC=CC=C2)C2=CC=CC(=C2)Cl)C=2OC(NN2)=O